O2-benzyl O1-tert-butyl 4-[3-[1-(2,6-dioxo-3-piperidyl)-3-methyl-2-oxo-benzimidazol-5-yl]prop-2-ynyl]piperazine-1,2-dicarboxylate O=C1NC(CCC1N1C(N(C2=C1C=CC(=C2)C#CCN2CC(N(CC2)C(=O)OC(C)(C)C)C(=O)OCC2=CC=CC=C2)C)=O)=O